(R,Z)-3-((5-(bicyclo[1.1.1]pentan-1-yl)-3-butyl-2-methyl-1,1-dioxido-2,3,4,5-tetrahydrobenzo[f][1,2,5]thiadiazepin-8-yl)oxy)-2-fluoroacrylic acid C12(CC(C1)C2)N2C[C@H](N(S(C1=C2C=CC(=C1)O\C=C(\C(=O)O)/F)(=O)=O)C)CCCC